di-tertiary butyl dicarbonate C(=O)(OC(C)(C)C)OC(=O)OC(C)(C)C